ClC1=C(C=C(C=C1)F)[C@H]([C@H](C)C=1N(C(C(=C(N1)C(=O)NC=1C=NOC1)O)=O)C)C=1C=NN(C1)CC 2-((1R,2S)-1-(2-chloro-5-fluorophenyl)-1-(1-ethyl-1H-pyrazol-4-yl)propan-2-yl)-5-hydroxy-N-(isoxazol-4-yl)-1-methyl-6-oxo-1,6-dihydropyrimidine-4-carboxamide